O.Cl.C(C)(C)(C)NC(=O)C1CCN(CC1)C1CC2CCC(C1)N2C2=NC(=NO2)C(F)(F)F N-tert-butyl-1-{8-[3-(trifluoromethyl)-1,2,4-oxadiazol-5-yl]-8-azabicyclo[3.2.1]oct-3-yl}piperidine-4-carboxamide monohydrochloride monohydrate